4-methoxy-3-(prop-2-yn-1-ylamino)benzoic acid COC1=C(C=C(C(=O)O)C=C1)NCC#C